4-((3,4-dioxo-2-((2,5,5-trimethyl-4,5,6,7-tetrahydrobenzofuran-4-yl)amino)cyclobut-1-en-1-yl)amino)-3-hydroxy-N,N-dimethylpicolinamide O=C1C(=C(C1=O)NC1=C(C(=NC=C1)C(=O)N(C)C)O)NC1C(CCC2=C1C=C(O2)C)(C)C